OC(=O)C(F)(F)F.FC1=C(C(=O)NN)C=C(C=C1)OC(F)(F)F 2-Fluoro-5-(trifluoromethoxy)benzoyl-hydrazine TFA salt